Methyl (S)-5-(4-((S)-2-((S)-2-((tert-butoxycarbonyl)amino)-3-methylbutanamido) propanamido)benzamido)-2-(4-(2-(2,4-diaminoquinazolin-6-yl)ethyl)benzamido)pentanoate C(C)(C)(C)OC(=O)N[C@H](C(=O)N[C@H](C(=O)NC1=CC=C(C(=O)NCCC[C@@H](C(=O)OC)NC(C2=CC=C(C=C2)CCC=2C=C3C(=NC(=NC3=CC2)N)N)=O)C=C1)C)C(C)C